C1(=CC=CC=C1)C=1C(=CC(=CC1)C=1C2=CC=CC=C2C=C2C=CC=CC12)C1=CC=CC=C1 9-([1,1':2',1''-terphenyl]-4'-yl)anthracene